benzyl (6-bromo-8-fluoro-1,2,3,4-tetrahydronaphthalen-2-yl)carbamate BrC=1C=C2CCC(CC2=C(C1)F)NC(OCC1=CC=CC=C1)=O